1-(4-((2-(2,4-dihydroxy-5-isopropylbenzoyl)isoindolin-5-yl)methyl)piperazin-1-yl)propan-1-one OC1=C(C(=O)N2CC3=CC=C(C=C3C2)CN2CCN(CC2)C(CC)=O)C=C(C(=C1)O)C(C)C